C(C)(C)OCC=1C(=CC=CC1)COC(C)C α,α'-diisopropoxy-o-xylene